BrC1=C(C2=C(N(N=N2)C2COCC2)C=C1)CO 5-bromo-1-(tetrahydrofuran-3-yl)-1H-benzo[d][1,2,3]triazole-4-Methanol